(S)- and (R)-2-((4-chlorophenethyl)amino)-N-(5-((1-methylpiperidin-4-yl)oxy)pyridin-2-yl)-2-phenylacetamide ClC1=CC=C(CCN[C@H](C(=O)NC2=NC=C(C=C2)OC2CCN(CC2)C)C2=CC=CC=C2)C=C1 |r|